1,5-dibromo-2,6-dimethyl-benzene BrC1=C(C=CC(=C1C)Br)C